C(C)(=O)OCCCCCCN(C)C 6-(dimethylamino)hexyl acetate